C1(=CC=CC=C1)N(C(=O)N1[C@H]([C@H]2CC[C@@H](C1)N2)C(=O)O)C2=CC=CC=C2 (1R,2R,5S)-3-(diphenylcarbamoyl)-3,8-diazabicyclo[3.2.1]octane-2-carboxylic acid